OCC1=NC(NC=C1)=O hydroxymethyl-pyrimidinone